titanium disulphide [S-2].[S-2].[Ti+4]